NC=1C=C(C=2N(CCCCCCC(C3=NN=C(C1N2)O3)(O)C)C)C(F)(F)F 17-Amino-6,13-dimethyl-15-(trifluoromethyl)-19-oxa-3,4,13,18-tetrazatricyclo[12.3.1.12,5]nonadeca-1(17),2,4,14(18),15-pentaen-6-ol